2-(3-{2-[(2R)-1-(but-2-ynoyl)pyrrolidin-2-yl]ethynyl}pyridin-4-yl)-3-[(3-chloro-2-methoxyphenyl)amino]-1H,5H,6H,7H-pyrrolo[3,2-c]pyridin-4-one C(C#CC)(=O)N1[C@H](CCC1)C#CC=1C=NC=CC1C1=C(C=2C(NCCC2N1)=O)NC1=C(C(=CC=C1)Cl)OC